FC1=C(OC2=CC=NC3=CC(=C(C=C23)OCC)OCCCCCC(=O)[O-])C=CC(=C1)NC(=O)C1(CC1)C(NC1=CC=C(C=C1)F)=O.[K+] Kalium 6-[[4-[2-Fluoro-4-[[1-[(4-fluorophenyl)carbamoyl]cyclopropanecarbonyl] amino]phenoxy]-6-ethoxy-7-quinolyl]oxy]caproat